2-phenyl-1,3-diphenyl-butaneN C1(=CC=CC=C1)C(=CC1=CC=CC=C1)C(C)C1=CC=CC=C1